N1N=NN=C1/C=C/CN1C(=NC=2N(C(NC2C1=O)=O)[C@@H]1O[C@@H]([C@H]([C@H]1O)F)CO)N ((E)-3-(1H-tetrazol-5-yl)allyl)-2-amino-9-((2R,3S,4S,5R)-4-fluoro-3-hydroxy-5-(hydroxymethyl)tetrahydrofuran-2-yl)-7,9-dihydro-1H-purine-6,8-dione